NC=1C=C(C=C(C1)C(F)(F)F)[C@@H](C)NC(=O)C1=CN(C(C=C1)=O)C1=CC(=CC=C1)C=1N(N=CN1)C N-[(1R)-1-[3-amino-5-(trifluoromethyl)phenyl]ethyl]-1-[3-(2-methyl-1,2,4-triazol-3-yl)phenyl]-6-oxo-pyridine-3-carboxamide